S1C=2N(C(=C1)CC(=O)O)C=CN2 2-(imidazo[2,1-b]thiazol-3-yl)acetic acid